NC(CC(=O)O)C1=CC(=C(C(=C1)C)F)C 3-amino-3-(4-fluoro-3,5-dimethylphenyl)propionic acid